C(C=CC1=CC=CC=C1)(=O)[O-].C(CCC)[Sn+2]CCCC.C(C=CC1=CC=CC=C1)(=O)[O-] R-dibutyl-tin cinnamate